methyl (2R,4S,5S,6R)-5-acetamido-4-((tert-butyldimethylsilyl)oxy)-6-((S)-((R)-2,2-dimethyl-1,3-dioxolan-4-yl)(hydroxy)methyl)-2-(p-tolylthio)tetrahydro-2H-pyran-2-carboxylate C(C)(=O)N[C@@H]1[C@H](C[C@](O[C@H]1[C@H](O)[C@@H]1OC(OC1)(C)C)(C(=O)OC)SC1=CC=C(C=C1)C)O[Si](C)(C)C(C)(C)C